[N+](=O)([O-])C=1C(=NC(=NC1O)SCCC)O 5-nitro-2-(propylthio)pyrimidine-4,6-diol